BrC1=CC=C(C=C1)N(C1=CC=CC=C1)C1=CC=CC=C1 N-4-bromophenyl-diphenylamine